tin oxide trihydroxide [OH-].[OH-].[OH-].[Sn+3]=O